6-[5-[(Oxan-4-yl)carbonyl]-1H,2H,3H,4H,5H,6H-pyrrolo[3,4-c]pyrrole-2-sulfonyl]-3,4-dihydro-2H-1,4-benzoxazine O1CCC(CC1)C(=O)N1CC2=C(C1)CN(C2)S(=O)(=O)C=2C=CC1=C(NCCO1)C2